2-((2S)-1-acryloyl-4-(5-(5-methyl-1H-indazol-4-yl)-3,4-dihydro-2H-pyrano[2,3-f]quinazolin-10-yl)piperazin-2-yl)acetonitrile C(C=C)(=O)N1[C@H](CN(CC1)C1=NC=NC2=CC(=C3C(=C12)OCCC3)C3=C1C=NNC1=CC=C3C)CC#N